tert-Butyl (Z)-4-(2-(octadec-9-en-1-ylamino)ethyl)piperazine-1-carboxylate C(CCCCCCC\C=C/CCCCCCCC)NCCN1CCN(CC1)C(=O)OC(C)(C)C